(1-(4-fluorophenyl)cyclopropyl)-3-((6-phenylpyridazin-3-yl)amino)benzamide FC1=CC=C(C=C1)C1(CC1)C1=C(C(=O)N)C=CC=C1NC=1N=NC(=CC1)C1=CC=CC=C1